2,3-Decanedione CC(C(CCCCCCC)=O)=O